Aminocholesterol C[C@H](CCCC(C)CN)[C@H]1CC[C@@H]2[C@@]1(CC[C@H]3[C@H]2CC=C4[C@@]3(CC[C@@H](C4)O)C)C